ClC1=CC=C(C=C1)C1=N[C@H](C=2N(C3=C1C(=C(S3)C)C)C(=NN2)C)CC(=O)NCCNC(CC(=O)NC2=C(C=CC=C2)C(NC=2SC(=C(N2)C)C)=O)=O (S)-N1-(2-(2-(4-(4-chlorophenyl)-2,3,9-trimethyl-6H-thieno[3,2-f][1,2,4]triazolo[4,3-a][1,4]diazepin-6-yl)acetamido)ethyl)-N3-(2-((4,5-dimethylthiazol-2-yl)carbamoyl)phenyl)malonamide